azidotosylate S(=O)(=O)(C1=CC=C(C)C=C1)N=[N+]=[N-]